NC1=NC=2C=CC=CC2C2=C1N=C(N2OCCCCN(C2=C(C(C2=O)=O)NCCNC(CCCC2=CC=C(C=C2)I)=O)CCCN(C)C)CCCC N-(2-((2-((4-((4-amino-2-butyl-1H-imidazo[4,5-c]quinolin-1-yl)oxy)butyl)(3-(dimethylamino)propyl)amino)-3,4-dioxocyclobut-1-en-1-yl)amino)ethyl)-4-(4-iodophenyl)butanamide